FC(C=1C=CC(=C(C1)N1N=C(C=2C=NC(=CC21)NC=2C(NC=CN2)=O)C)OC)F 3-((1-(5-(difluoromethyl)-2-methoxyphenyl)-3-methyl-1H-pyrazolo[4,3-c]pyridin-6-yl)amino)pyrazin-2(1H)-one